ClC=1C=C(C=NC1)OC1CCN(CC1)C(CNC(=O)C1=NNC(=C1)C1=CC=CC=C1)=O 5-Phenyl-1H-pyrazole-3-carboxylic acid {2-[4-(5-chloro-pyridin-3-yloxy)-piperidin-1-yl]-2-oxoethyl}-amide